tert-butyl 3-(4-(4-(3-cyano-4-methoxypyrazolo[1,5-a]pyridin-6-yl)-1H-pyrazol-1-yl)piperidine-1-carbonyl)-3-methoxyazetidine-1-carboxylate C(#N)C=1C=NN2C1C(=CC(=C2)C=2C=NN(C2)C2CCN(CC2)C(=O)C2(CN(C2)C(=O)OC(C)(C)C)OC)OC